2-(2-chlorophenyl)-N-(4-{4-[(3,3-difluoropyrrolidin-1-yl)carbonyl]-1H-pyrazol-1-yl}-3-sulfamoylphenyl)acetamide ClC1=C(C=CC=C1)CC(=O)NC1=CC(=C(C=C1)N1N=CC(=C1)C(=O)N1CC(CC1)(F)F)S(N)(=O)=O